ClC1=C(C=C(C=2C([C@@]3([C@@H](CC(C=C3OC)=O)C)OC21)=O)OC)C(=O)NNC(CC)=O (2S,5'R)-7-chloro-1',4-dimethoxy-5'-methyl-3,3'-dioxo-N'-propanoyl-spiro[benzofuran-2,6'-cyclohexene]-6-carbohydrazide